2,2,2-trichloroethyl (S)-((2-(6-methoxynaphthalen-2-yl)propanoyl)oxy)carbamate COC=1C=C2C=CC(=CC2=CC1)[C@@H](C(=O)ONC(OCC(Cl)(Cl)Cl)=O)C